[6-(3-cyclopropyl-1,2,4-triazol-1-yl)-2-azaspiro[3.3]heptan-2-yl]-[6-[[5-[1-(trifluoromethyl)cyclopropyl]-1,3,4-oxadiazol-2-yl]methyl]-2-azaspiro[3.3]heptan-2-yl]methanone C1(CC1)C1=NN(C=N1)C1CC2(CN(C2)C(=O)N2CC3(C2)CC(C3)CC=3OC(=NN3)C3(CC3)C(F)(F)F)C1